Tert-butyl N-[2-[2-[2-[4-(dibenzylamino)-3-hydroxy-butoxy]ethoxy]ethoxy]ethyl]carbamate C(C1=CC=CC=C1)N(CC(CCOCCOCCOCCNC(OC(C)(C)C)=O)O)CC1=CC=CC=C1